N-(benzo[c][1,2,5]thiadiazol-5-ylmethyl)-4-((7-chloroisoquinolin-1-yl)amino)benzenesulfonamide N=1SN=C2C1C=CC(=C2)CNS(=O)(=O)C2=CC=C(C=C2)NC2=NC=CC1=CC=C(C=C21)Cl